Ethyl (E)-4-{[4-(7-chloro-10-(2-phenylethyl)-11-oxo-10,11-dihydro-5H-dibenzo[b,e][1,4]diazepin-5-yl)butyl]amino}but-2-enoate maleate C(\C=C/C(=O)O)(=O)O.ClC1=CC2=C(N(C(C3=C(N2CCCCNC/C=C/C(=O)OCC)C=CC=C3)=O)CCC3=CC=CC=C3)C=C1